C(C)(=O)O.C(C)(=O)O.C(C)(=O)O.C(C)(=O)O.O=C(/C=C(\[Si](C)(C)C)/S[C@]1(O)[C@H](O)[C@@H](O)[C@H](O)[C@H](O1)CO)C1=CC=CC=C1 (E)-1-{[3-Oxo-3-phenyl-1-(trimethylsilyl)prop-1-en-1-yl]thio}-β-D-glucose tetraacetate